(7S)-3-(imidazo[1,2-a]pyridin-6-yl)-7-methyl-5-[5-(trifluoromethyl)pyridin-2-yl]-6,7-dihydropyrazolo[1,5-a]pyrazin-4(5H)-one N=1C=CN2C1C=CC(=C2)C=2C=NN1C2C(N(C[C@@H]1C)C1=NC=C(C=C1)C(F)(F)F)=O